(Z)-1-((5-bromo-2'-chloro-[1,1'-biphenyl]-2-yl)sulfonyl)-N-(3-cyanoallyl)-4-fluoropiperidine-4-carboxamide BrC=1C=CC(=C(C1)C1=C(C=CC=C1)Cl)S(=O)(=O)N1CCC(CC1)(C(=O)NC\C=C/C#N)F